2,6-Dimethyl-3,5-diacetyl-4-(2-nitrophenyl)-1,4-dihydropyridine CC=1NC(=C(C(C1C(C)=O)C1=C(C=CC=C1)[N+](=O)[O-])C(C)=O)C